(S)-N-((R)-1-((S)-9-chloro-4-ethyl-8-fluoro-4-hydroxy-3,14-dioxo-3,4,12,14-tetrahydro-1H-pyrano[3',4':6,7]indolizino[1,2-b]quinolin-11-yl)ethyl)-2-hydroxypropanamide ClC1=CC=2C(=C3C(=NC2C=C1F)C1=CC2=C(C(N1C3)=O)COC([C@]2(O)CC)=O)[C@@H](C)NC([C@H](C)O)=O